3,3-bis{2-(p-dimethylaminophenyl)-2-(p-methoxyphenyl)ethenyl}-4,5,6,7-tetrachlorophthalide CN(C1=CC=C(C=C1)C(=CC1(OC(=O)C2=C(C(=C(C(=C12)Cl)Cl)Cl)Cl)C=C(C1=CC=C(C=C1)N(C)C)C1=CC=C(C=C1)OC)C1=CC=C(C=C1)OC)C